FC=1C=CC(=NC1)C1=NN(C=C1C1=C2C(=NC=C1)NC=C2C2COC2)C 4-[3-(5-fluoro-2-pyridinyl)-1-methyl-pyrazol-4-yl]3-(oxetan-3-yl)-1H-Pyrrolo[2,3-b]Pyridine